2-hydroxyethyl-(vinyl-pyrrolidone) OCCC1C(N(CC1)C=C)=O